IC1=CC2=C(N=CN=C2N2[C@H]3COC[C@@H]2CC3)N1COCC[Si](C)(C)C (1R,5S)-8-(6-iodo-7-((2-(trimethylsilyl)ethoxy)methyl)-7H-pyrrolo[2,3-d]pyrimidin-4-yl)-3-oxa-8-azabicyclo[3.2.1]octane